(1S)-1-[3-[4-(trifluoromethyl)phenyl]-1,2,4-oxadiazol-5-yl]ethanamine FC(C1=CC=C(C=C1)C1=NOC(=N1)[C@H](C)N)(F)F